2-methoxy-1-piperazin-1-yl-ethanone hydrochloride Cl.COCC(=O)N1CCNCC1